COC=1C=C(CNC2=C3C(N(C(=NC3=CC=C2)C)C2C(NC(CC2)=O)=O)=O)C=CC1OC 3-(5-((3,4-dimethoxy-benzyl)-amino)-2-methyl-4-oxoquinazolin-3(4H)-yl)piperidine-2,6-dione